2-(2-cyclopropyl-7-(3-methoxypropyl)-4-oxopyrazolo[1,5-d][1,2,4]triazin-5(4H)-yl)-N-((1s,3s)-3-hydroxy-3-methylcyclobutyl)acetamide C1(CC1)C1=NN2C(=NN(C(C2=C1)=O)CC(=O)NC1CC(C1)(C)O)CCCOC